carbonyl-fluorosulfonamide potassium salt [K].C(=O)=NS(=O)(=O)F